5-cyclopropyl-3-[[6-(1-hydroxyl-methyl-ethyl)-3-pyridyl]amino]-6-(3-methylimidazo[4,5-c]pyridin-7-yl)pyrazine-2-carboxylic acid C1(CC1)C=1N=C(C(=NC1C=1C2=C(C=NC1)N(C=N2)C)C(=O)O)NC=2C=NC(=CC2)C(C)(O)C